ClC1=CC=C(C=C1)C=1C(CCC2=C(C1C1=CC=C(C=C1)CC1CN(C1)CCCF)C=CC(=C2)C(=O)O)C2CC2 8-(4-chlorophenyl)-7-cyclopropyl-9-(4-((1-(3-fluoropropyl)azetidin-3-yl)methyl)phenyl)-6,7-dihydro-5H-benzo[7]annulene-3-carboxylic acid